FC=1C=C(C=CC1)NC(CN(CC(=O)N)C)=O 2-((2-((3-fluorophenyl)amino)-2-oxoethyl)(methyl)amino)-acetamide